3,3-difluoro-(R)-4-hydroxy-7-(cyclopropylsulfanyl)-1,2,3,4-tetrahydroquinoline-2-one FC1(C(NC2=CC(=CC=C2[C@H]1O)SC1CC1)=O)F